tert-butyl ((4-(trans-3-hydroxycyclobutoxy)-1-(4-(trifluoromethoxy)phenyl)-1H-pyrazolo[3,4-b]pyridin-3-yl)methyl)carbamate O[C@@H]1C[C@H](C1)OC1=C2C(=NC=C1)N(N=C2CNC(OC(C)(C)C)=O)C2=CC=C(C=C2)OC(F)(F)F